6-(4-tert-butyl-2,5-dimethyl-phenyl)-2-methyl-3-(methylaminomethyl)-1H-pyridin-4-one C(C)(C)(C)C1=CC(=C(C=C1C)C1=CC(C(=C(N1)C)CNC)=O)C